(R)-N-(5-bromo-2,3-dihydro-1H-inden-1-yl)-5-methylpyrazolo[1,5-a]pyridine-3-carboxamide BrC=1C=C2CC[C@H](C2=CC1)NC(=O)C=1C=NN2C1C=C(C=C2)C